N-(4-{4-[3-(5-tert-Butyl-2-methyl-2H-pyrazol-3-yl)-ureido]-3-fluoro-phenoxy}-pyridin-2-yl)-acetamide C(C)(C)(C)C=1C=C(N(N1)C)NC(NC1=C(C=C(OC2=CC(=NC=C2)NC(C)=O)C=C1)F)=O